N-(4-chlorophenyl)-4-{[2-(dimethylamino)ethyl]amino}-3-methylbenzamide ClC1=CC=C(C=C1)NC(C1=CC(=C(C=C1)NCCN(C)C)C)=O